(R)-2-(cyanomethyl)-4-(5-(trifluoromethyl)pyrimidin-2-yl)piperazine-1-carboxylic acid tert-butyl ester C(C)(C)(C)OC(=O)N1[C@@H](CN(CC1)C1=NC=C(C=N1)C(F)(F)F)CC#N